CC12C3CCC4(C(=CCC4C3CC=C2CC(CC1)O)C1=CC=C(C=C1)C)C 10,13-Dimethyl-17-(p-tolyl)-2,3,4,7,8,9,10,11,12,13,14,15-dodecahydro-1H-cyclopenta[a]phenanthren-3-ol